FC(C1=NC2=C(N1C1=NC(=NC(=N1)N1CCNCC1)N1CCOCC1)C=CC=C2OC)F 4-{4-[2-(difluoromethyl)-4-methoxy-1H-benzo[d]imidazol-1-yl]-6-(piperazin-1-yl)-1,3,5-triazin-2-yl}morpholine